4-Methylentetrahydrofuran C=C1CCOC1